Methyl N-[8-bromo-2-(morpholin-4-yl)pyrazolo[1,5-a][1,3,5]triazin-4-yl]glycinate BrC=1C=NN2C1N=C(N=C2NCC(=O)OC)N2CCOCC2